phenyl-diazonium hexafluoroantimonate F[Sb-](F)(F)(F)(F)F.C1(=CC=CC=C1)[N+]#N